N-(2-(6-amino-2-fluoro-8-((6-iodo-2,3-dihydro-1H-inden-5-yl)methyl)-9H-purin-9-yl)ethyl)propane-2-sulfonamide NC1=C2N=C(N(C2=NC(=N1)F)CCNS(=O)(=O)C(C)C)CC=1C=C2CCCC2=CC1I